2,2-Dimethylmorpholine-3-one CC1(C(NCCO1)=O)C